N1-(5-(tert-butyl)-[1,1'-biphenyl]-2-yl)-N4,N4-bis(4-(tert-butyl)phenyl)benzene-1,4-diamine C(C)(C)(C)C=1C=CC(=C(C1)C1=CC=CC=C1)NC1=CC=C(C=C1)N(C1=CC=C(C=C1)C(C)(C)C)C1=CC=C(C=C1)C(C)(C)C